CC12OCCC1C1(CCCC(C1CC2)(C)C)C dodecahydro-3a,6,6,9a-tetramethylnaphtho-(2,1-b)-furan